BrC1=CC=C2C=CC(=NC2=C1)N1CCN(CC1)C 7-bromo-2-(4-methylpiperazin-1-yl)quinoline